FC=1C=C(C(=O)NC2=CC(=CC=C2)NC2=CC=NC=C2)C=C(C1)NC1=CC=NC2=CC=C(C=C12)F 3-fluoro-5-((6-fluoroquinolin-4-yl)amino)-N-(3-(pyridin-4-ylamino)phenyl)benzamide